{spiro[3.4]octan-2-yl}-2-oxa-15λ6-thia-5,8,16,18,21-pentaazatetracyclo[15.3.1.110,14.03,7]docosa-1(20),10(22),11,13,17(21),18-hexaene-9,15,15-trione C1C(CC12CCCC2)C21OC3=CC=NC(NS(C4=CC=CC(C(NC1CNC2)=O)=C4)(=O)=O)=N3